ClC=1C2=CN(N=C2C(=C(C1)C1=CC(N(C=C1)C(C)C)=O)F)C(C(=O)OCC)C1=C2N(C=N1)CCC2 ethyl 2-(4-chloro-7-fluoro-6-(1-isopropyl-2-oxo-1,2-dihydropyridin-4-yl)-2H-indazol-2-yl)-2-(6,7-dihydro-5H-pyrrolo[1,2-c]imidazol-1-yl)acetate